5-((2-hydroxyethyl)amino)-6-(4-methoxyphenyl)-2,3-diphenylpyrazolo[1,5-a]pyrimidin-7(4H)-one OCCNC=1NC=2N(C(C1C1=CC=C(C=C1)OC)=O)N=C(C2C2=CC=CC=C2)C2=CC=CC=C2